5-amino-1-(2,6-dichloro-α,α,α-trifluoro-p-tolyl)-4-ethylsulfinyl-pyrazole-3-carbonitrile NC1=C(C(=NN1C1=CC(=C(C(=C1)Cl)C(F)(F)F)Cl)C#N)S(=O)CC